N=1C=CN2C1C=C(C=C2)OCC21CC(C2)(C1)CNC=1C=2C=CN=C(C2C=CC1)N N5-((3-((Imidazo[1,2-a]pyridin-7-yloxy)methyl)bicyclo[1.1.1]pentan-1-yl)methyl)isoquinoline-1,5-diamine